FC1=C(CNC(=O)C2=NC(=NO2)C2=CC=CC=C2)C=CC(=C1)F N-(2,4-difluorobenzyl)-3-phenyl-1,2,4-oxadiazole-5-formamide